N1(CCC1)C(=O)C1=CC(=C(C=C1)OC)NCC#CC=1N=C2N(C=CC=C2N[C@H]2[C@H](CN(CC2)C)F)C1SC(F)(F)F azetidin-1-yl(3-((3-(8-(((3S,4R)-3-fluoro-1-methylpiperidin-4-yl)amino)-3-((trifluoromethyl)thio)imidazo[1,2-a]pyridin-2-yl)prop-2-yn-1-yl)amino)-4-methoxyphenyl)methanone